[Fe].C(C)(=O)C=1C2=C(C(=NC1)N)C(=NN2C2CNCC2)C#CC=2C=CC1=CN(N=C1C2)C2CC2 3-(7-acetyl-4-amino-3-((2-cyclopropyl-2H-indazol-6-yl)ethynyl)-1H-pyrazolo[4,3-c]pyridin-1-yl)pyrrolidin iron